Cl.N1CC(C1)N1N=CN=C1 1-(azetidin-3-yl)-1H-1,2,4-triazole hydrochloride